7-bromo-3-(2,4-dichlorophenyl)-3,4-dihydroacridine-1,9(2H,10H)-dione BrC1=CC=C2NC=3CC(CC(C3C(C2=C1)=O)=O)C1=C(C=C(C=C1)Cl)Cl